1-((2R,3R,4R,5R)-3,4-diacetoxy-5-(acetoxymethyl)tetrahydrofuran-2-yl)-3-((tetradecyl-oxy)carbonyl)pyridin-1-ium C(C)(=O)O[C@H]1[C@@H](O[C@@H]([C@H]1OC(C)=O)COC(C)=O)[N+]1=CC(=CC=C1)C(=O)OCCCCCCCCCCCCCC